(R)-5-(4-aminobutanamido)-2-fluoro-N-(1-(naphthalen-1-yl)ethyl)benzamide NCCCC(=O)NC=1C=CC(=C(C(=O)N[C@H](C)C2=CC=CC3=CC=CC=C23)C1)F